(R)-2-methyl-N-[(1E)-1-methyl-3-phenylpropanylidene]-2-propanesulfinamide CC(C)(C)[S@@](=O)/N=C(/CCC1=CC=CC=C1)\C